C1(=CC=CC2=CC=CC=C12)C=O Naphthal